4-(7,8-dimethoxy-[1,2,4]triazolo[4,3-a]quinoxalin-1-yl)benzyl-sulfamide COC=1C=C2N=CC=3N(C2=CC1OC)C(=NN3)C3=CC=C(CNS(=O)(=O)N)C=C3